(R)-naphthyl-acetamide C1(=CC=CC2=CC=CC=C12)CC(=O)N